3,4-dimethyl-8-[(3S)-3-pyrazin-2-yloxypyrrolidin-1-yl]pyrimido[4',5':4,5]thieno[2,3-c]pyridazine dihydrochloride Cl.Cl.CC1=C(C2=C(N=N1)SC1=C2N=CN=C1N1C[C@H](CC1)OC1=NC=CN=C1)C